(R)-N-(5-(1-(5-(6-ethoxypyrazin-2-yl)thiazol-2-yl)pyrrolidin-2-yl)pyridin-3-yl)cyclopropanesulfonamide C(C)OC1=CN=CC(=N1)C1=CN=C(S1)N1[C@H](CCC1)C=1C=C(C=NC1)NS(=O)(=O)C1CC1